(R)-4-((2-(3-amino-4,4-difluoropiperidin-1-yl)-4-chloro-1H-benzo[d]imidazol-1-yl)methyl)benzonitrile N[C@@H]1CN(CCC1(F)F)C1=NC2=C(N1CC1=CC=C(C#N)C=C1)C=CC=C2Cl